N1=C(C=CC=C1)C1=NNC=C1 3-(pyridin-2-yl)-1H-pyrazol